C1(=C(C=CC=C1)C#CC1=NNC2=CC=C(C=C12)C(=O)N1CC2NC(C1)C2)C2=CC=CC=C2 (3-([1,1'-Biphenyl]-2-ylethynyl)-1H-indazol-5-yl)(3,6-diazabicyclo[3.1.1]heptan-3-yl)methanone